3-(3-(3-fluoro-4-methyl-5-(5-(4-methylpiperazin-1-yl)pyrazolo[1,5-a]pyridine-3-carboxamido)phenyl)-1,2,4-oxadiazol-5-yl)azetidine-1-carboxylic acid methyl ester COC(=O)N1CC(C1)C1=NC(=NO1)C1=CC(=C(C(=C1)NC(=O)C=1C=NN2C1C=C(C=C2)N2CCN(CC2)C)C)F